2-(4-isopropyl-5-(8-methoxy-[1,2,4]triazolo[1,5-a]pyridin-6-yl)-1H-pyrazol-3-yl)-4,5,6,7-tetrahydrobenzo[d]thiazol-6-amine C(C)(C)C=1C(=NNC1C=1C=C(C=2N(C1)N=CN2)OC)C=2SC1=C(N2)CCC(C1)N